O-(2-(dimethylamino)ethyl)hydroxylamine hydrochloride Cl.CN(CCON)C